(2R,3S)-3-(methanesulfonylmethyl)-2-methylazetidine CS(=O)(=O)C[C@@H]1[C@H](NC1)C